C(C)N1CCCC2=CC=CC(=C12)CN1CC2(CC1)CCNCC2 2-((1-ethyl-1,2,3,4-tetrahydroquinolin-8-yl)methyl)-2,8-diazaspiro[4.5]decane